[(7-bromo-5-chloro-2,3-dihydro-1H-inden-1-yl)oxy](tert-butyl)dimethylsilane BrC=1C=C(C=C2CCC(C12)O[Si](C)(C)C(C)(C)C)Cl